2-[Rac-(3R)-1-methyl-3-piperidyl]-5-(4,4,5,5-tetramethyl-1,3,2-dioxaborolan-2-yl)Indazole CN1C[C@@H](CCC1)N1N=C2C=CC(=CC2=C1)B1OC(C(O1)(C)C)(C)C |r|